NC=1C(=CC2=CC3=CC(=C(C=C3[N+](=C2C1)C)N)C)C 3,6-diamino-2,7,10-trimethylacridinium